3-((2S)-3-(8-(3-cyanophenylsulfonyl)-1-oxa-8-azaspiro[4.5]decan-3-ylamino)-2-hydroxypropoxy)-N-methylbenzenesulfonamide C(#N)C=1C=C(C=CC1)S(=O)(=O)N1CCC2(CC(CO2)NC[C@@H](COC=2C=C(C=CC2)S(=O)(=O)NC)O)CC1